F[C@H](CN1N=NC2=C1C=C(C=C2)C=2C=CN1N=C(N=C(C12)OC)NCC(C#N)(C)C)C (S)-3-((5-(1-(2-fluoropropyl)-1H-benzo[d][1,2,3]triazol-6-yl)-4-methoxypyrrolo[2,1-f][1,2,4]triazin-2-yl)amino)-2,2-dimethylpropanenitrile